N,N-dimethyl-morpholinourea Fluorophosphate P(=O)(O)(O)F.CN(C(=O)NN1CCOCC1)C